methyl-7-oxa-5-azaspiro[3.4]octan-6-one CC1CCC12NC(OC2)=O